BrC1=CC=C(C=C1)NS(=O)(=O)C=1C=C(C(=O)NC=2C=C(C=CC2)C)C=CC1 3-(N-(4-bromophenyl)sulfamoyl)-N-(m-tolyl)benzamide